ClC1=C(C(=NC(=N1)SCCC)NC1CCCC1)N 6-chloro-N4-cyclopentyl-2-(propylsulfanyl)pyrimidine-4,5-diamine